CC=1SC(=CC1N(C(=O)N)S(N(C1CN(CCC1)C)C=1C=NN(C1)C)(=O)=O)C (2,5-Dimethylthiophene-3-yl)-1-[(1-methyl-1H-pyrazol-4-yl)(1-methyl-piperidin-3-yl)sulfamoyl]urea